tert-butyl ((2S,3S,4R)-1-(((2S,3R,4S,5R,6R)-6-(((tert-butyldimethylsilyl)oxy)methyl)-3,4,5-trihydroxytetrahydro-2H-pyran-2-yl)oxy)-3,4-dihydroxyoctadecan-2-yl)carbamate [Si](C)(C)(C(C)(C)C)OC[C@@H]1[C@@H]([C@@H]([C@H]([C@H](O1)OC[C@@H]([C@@H]([C@@H](CCCCCCCCCCCCCC)O)O)NC(OC(C)(C)C)=O)O)O)O